C(C)O[Si](OCC)(OCC)CCCSSSSCCC[Si](OCC)(OCC)OCC bis[triethoxysilylpropyl] tetrasulfide